benzyl N-[(3R)-3-[3-[3-(hydroxymethyl)phenyl]-1-tetrahydropyran-2-yl-pyrazolo[3,4-c]pyridin-5-yl]oxybutyl]carbamate OCC=1C=C(C=CC1)C1=NN(C2=CN=C(C=C21)O[C@@H](CCNC(OCC2=CC=CC=C2)=O)C)C2OCCCC2